Cl[Ru](C1(C(=C(C(=C1C)C)C)C)C)Cl dichloro(pentamethyl-cyclopentadienyl)ruthenium (III)